2,4,6-tris(2-hydroxy-4-butoxyoxyphenyl)-1,3,5-triazine OC1=C(C=CC(=C1)OOCCCC)C1=NC(=NC(=N1)C1=C(C=C(C=C1)OOCCCC)O)C1=C(C=C(C=C1)OOCCCC)O